BrC1=CC=CC(=N1)C1(COC1)O 3-(6-bromopyridin-2-yl)oxetan-3-ol